FC=1C=C(C=CC1)CC(=O)NC=1C=C2C=CC=NC2=CC1 2-(3-fluorophenyl)-N-(quinolin-6-yl)acetamide